C(C)C1N(C2=CC=C(C=C2CC1)CC)S(=O)(=O)C=1C=CC(=C(CO)C1)OC1CCC(CC1)S(=O)(=O)C 5-((2,6-diethyl-3,4-dihydroquinolin-1(2H)-yl)sulfonyl)-2-((4-(methyl-sulfonyl)cyclohexyl)oxy)benzyl Alcohol